C(C)(C)(C)C1=CC=C(C=C1)C1=CC=C2C(N(C=NC2=C1)C=1C=CC(=C(C1)NS(=O)(=O)C)OC)=O N-(5-(7-(4-(tert-butyl)phenyl)-4-oxoquinazolin-3(4H)-yl)-2-methoxyphenyl)methanesulfonamide